Cl.COC1=CC=C(CN2C3CNCC2C3)C=C1 6-(4-methoxybenzyl)-3,6-diazabicyclo[3.1.1]heptane hydrochloride